C1(CCC1)OC1=NC(=NC(=C1)OC)N 4-cyclobutoxy-6-methoxypyrimidin-2-amine